ClC1=CC2=C(N(C(N=C2N2[C@H](CN([C@@H](C2)C)C(C=C)=O)C)=O)C=2C(=NC=CC2C)C(C)C)N=C1C#CC(C)(C)C (M)-6-chloro-7-(3,3-dimethylbut-1-ynyl)-4-[(2S,5R)-2,5-dimethyl-4-prop-2-enoyl-piperazin-1-yl]-1-(2-isopropyl-4-methyl-3-pyridyl)pyrido[2,3-d]pyrimidin-2-one